S1OOCC1 3,2-Dioxathiolane